NC1=CC=C(C=N1)N1C[C@H](CCC1)N(CC1=CC(=NC=C1)OC)CC=1C(C2=CC(=C(C=3OCC(N(C1)C32)C)Br)F)=O 11-[[[(3S)-1-(6-amino-3-pyridyl)-3-piperidyl]-[(2-methoxy-4-pyridyl)methyl]amino]methyl]-6-bromo-7-fluoro-2-methyl-4-oxa-1-azatricyclo[7.3.1.05,13]trideca-5(13),6,8,11-tetraen-10-one